FC(C=1C=CC(=NC1C1=C(C=CC=C1)C=C)NS(=O)(=O)C1=CC=CC(=N1)N1C[C@@H](CCC1)CC(=O)OC)(F)F methyl (S)-2-(1-(6-(N-(5-(trifluoromethyl)-6-(2-vinylphenyl)pyridin-2-yl)sulfamoyl)pyridin-2-yl)piperidin-3-yl)acetate